8-acetyl-3,6-dimethyl-2-(1-piperidyl)chromen-4-one C(C)(=O)C=1C=C(C=C2C(C(=C(OC12)N1CCCCC1)C)=O)C